2-(4-Hydroxy-3-(5H-imidazo[5,1-a]isoindol-5-yl)piperidin-1-yl)acetonitril OC1C(CN(CC1)CC#N)C1N2C(C3=CC=CC=C13)=CN=C2